methyl 2-bromo-4,5-dimethoxy-benzoate BrC1=C(C(=O)OC)C=C(C(=C1)OC)OC